N1C=NC2=C1C=CC(=C2)N2C(NCC2C2=CC=C(C=C2)N2CCCCC2)=O 1-(1H-Benzo[d]imidazol-5-yl)-5-(4-(piperidin-1-yl)phenyl)imidazolidin-2-on